FC1(CCC2=C1N=C(N=C2C2=CC1=C(OCC[S@]1(=N)=O)C=C2)N2[C@H]([C@@H](C2)O)C)F (S)-6-(7,7-difluoro-2-((2S,3R)-3-hydroxy-2-methylazetidin-1-yl)-6,7-dihydro-5H-cyclopenta[d]pyrimidin-4-yl)-4-imino-3,4-dihydro-2H-4λ4-benzo[b][1,4]oxathiine 4-oxide